5-chloro-N-((1r,4r)-4-((5-cyano-3-(6-methylpyridin-3-yl)-2-oxo-2,3-dihydro-1H-benzo[d]imidazol-1-yl)methyl)cyclohexyl)-2-methylnicotinamide ClC=1C=NC(=C(C(=O)NC2CCC(CC2)CN2C(N(C3=C2C=CC(=C3)C#N)C=3C=NC(=CC3)C)=O)C1)C